CC1=C(C=CC(=C1)C)C(C(=O)C1=CC=CC=C1)CC(=O)C1=CC=CC=C1 2-(2,4-dimethylphenyl)-1,4-diphenylbutane-1,4-dione